C(C=1C(=C(C(=CC1)C)O)C)C=1C(=C(C(=CC1)C)O)C METHYLENEBIS(2,6-DIMETHYLPHENOL)